C(C)(C)(C)OC(=O)N1C=CC=2C=NC=CC21 pyrrolo[3,2-c]Pyridine-1-carboxylic acid tert-butyl ester